BrCC(=O)NS(=O)(=O)C1=C(C=C(C=C1C)C)C 2-bromo-N-(mesitylenesulfonyl)acetamide